C1CCC2=C(C=3CCCC3C=C12)NC(=O)N=S(=O)(N)C=1C=NN2C1SCCC2 N'-((1,2,3,5,6,7-hexahydro-s-indacen-4-yl)carbamoyl)-6,7-dihydro-5H-pyrazolo[5,1-b][1,3]thiazine-3-sulfonimidamide